IC1=CN=C2N1C=C(C=C2)C(F)(F)F 3-iodo-6-(trifluoromethyl)imidazo[1,2-a]Pyridine